C(C1=CC=CC=C1)C(C(=O)O)CNOCC1=CC=CC=C1 2-benzyl-3-(benzyloxyamino)propionic acid